CN1N=CC(=C1)C1=CC(=C2C(=NC=NC2=C1)NC1=CC2=C(N=CS2)C=C1)OC1CCNCC1 N-(7-(1-methyl-1H-pyrazol-4-yl)-5-(piperidin-4-yloxy)quinazolin-4-yl)benzo[d]thiazol-6-amine